Ethyl 6-((2,4-dimethoxybenzyl)amino)imidazo[1,2-a]pyridine-3-carboxylate COC1=C(CNC=2C=CC=3N(C2)C(=CN3)C(=O)OCC)C=CC(=C1)OC